ON Hydroxyamin